CN1C(C2(OC3=C(C=CC=C3C3=CC=CC=C3)C23C(N(C2=CC=CC=C32)C)=O)C3=CC=CC=C13)=O 1,1''-Dimethyl-7'-phenyldispiro[indoline-3,2'-benzofuran-3',3''-indoline]-2,2''-dione